C[C@@H]1NCC[C@@H](C1)NC1=NC(=CC=C1)C1=CN=C2N1C=C(N=C2)OCC(F)(F)F N-((2S,4S)-2-methylpiperidin-4-yl)-6-(6-(2,2,2-trifluoroethoxy)imidazo[1,2-a]pyrazin-3-yl)pyridin-2-amine